C(=O)[O-].O[C@H]1[C@H](O[C@@]2([C@@H]([C@@H]1N1N=NC(=C1)C1=CC(=C(C(=C1)F)F)F)[N+]1=CC=CC=C1)OCCCC2)CO (2r,3r,4s,5r,6s)-3-hydroxy-2-(hydroxymethyl)-4-(4-(3,4,5-trifluorophenyl)-1H-1,2,3-triazol-1-yl)-1,7-dioxaspiro[5.5]undec-5-ylpyridinium formate